sodium myristate sarcosinate N(C)CC(=O)[O-].C(CCCCCCCCCCCCC)(=O)O.[Na+]